(aminomethyl)-4-methoxy-6-methylpyridin-2(1H)-one NCN1C(C=C(C=C1C)OC)=O